N-(2-(7-((4-(4-cyano-6-methylpyrimidin-2-yl)piperazin-1-yl)sulfonyl)-3,4-dihydro-2H-benzo[b][1,4]oxazine-4-carbonyl)phenyl)-N-methylmethanesulfonamide C(#N)C1=NC(=NC(=C1)C)N1CCN(CC1)S(=O)(=O)C=1C=CC2=C(OCCN2C(=O)C2=C(C=CC=C2)N(S(=O)(=O)C)C)C1